4,4'-bis(diphenylphosphinoyloxy)-Fmoc-benzhydryl-amine C1(=CC=CC=C1)P(=O)(OC1=CC=C(C(C2=CC=C(C=C2)OP(=O)(C2=CC=CC=C2)C2=CC=CC=C2)NC(=O)OCC2C3=CC=CC=C3C3=CC=CC=C23)C=C1)C1=CC=CC=C1